FC1=C(C=CC=C1)CCS(=O)(=O)Cl 2-(2-fluorophenyl)ethane-sulfonyl chloride